(S)-3-(1-(4-methoxybenzyl)-1,2,3,4-tetrahydro-1,8-naphthyridin-2-yl)propan-1-ol COC1=CC=C(CN2[C@@H](CCC3=CC=CN=C23)CCCO)C=C1